5,5'-dimethyl-1-(2-(pyridin-3-yl)ethyl)-1,2,5,6-tetrahydro-3,3'-bipyridine CC1C=C(CN(C1)CCC=1C=NC=CC1)C=1C=NC=C(C1)C